C(C)(C)C1=CC=C(N(C)C2=CC=C(C=N2)C2CN(C2)C(=O)N2CC3(C2)CC(C3)C=3C=NC(=CC3)C(F)(F)F)C=C1 [3-[6-(4-isopropyl-N-methyl-anilino)-3-pyridyl]azetidin-1-yl]-[6-[6-(trifluoromethyl)-3-pyridyl]-2-azaspiro[3.3]heptan-2-yl]methanone